3'H-spiro[cyclopropane-1,2'-pyrrolizine]-7a'(5'H)-carboxylate C1C2(CN3CC=CC13C(=O)[O-])CC2